N[C@@H]1C[C@H](CCC1)CNC1=NN(C(=C1)C1=CC(=C(C#N)C=C1)F)C=1C=CC2=C(N(N=N2)C)C1 4-(3-((((1s,3S)-3-aminocyclohexyl)methyl)amino)-1-(1-methyl-1H-benzo[d][1,2,3]triazol-6-yl)-1H-pyrazol-5-yl)-2-fluorobenzonitrile